O=C1NC(CCC1N1C(N(C2=C1C=CC=C2CCCOCCOCCOCCOCC=O)C)=O)=O 2-[2-[2-[2-[3-[1-(2,6-dioxo-3-piperidyl)-3-methyl-2-oxo-benzimidazol-4-yl]propoxy]ethoxy]ethoxy]ethoxy]acetaldehyde